C1(CCCC1)[C@@H](C(=O)O)C1=CC=C(C=C1)OCC1=NC2=CC=CC=C2C=C1 (2R)-2-cyclopentyl-2-[4-(2-quinolinylmethoxy)phenyl]acetic acid